5-bromo-6-fluoropyrrolo[2,1-f][1,2,4]triazine-2,4(1h,3h)-dione BrC=1C(=CN2NC(NC(C21)=O)=O)F